C(C1=CC=CC=C1)OC=1C(=CC(=C(C(=O)O)C1)NN)OC 5-(benzyloxy)-2-hydrazino-4-methoxybenzoic acid